1-trifluoromethyl-N,N-dimethylformamide FC(C(=O)N(C)C)(F)F